[Ga].[Te] Tellurium-Gallium